N-[5-[5-(Cyclopropylamino)-4H-1,2,4-triazol-3-yl]-4-fluoro-2-methylphenyl]pyrazolo[1,5-a]pyridine-3-carboxamide C1(CC1)NC=1NC(=NN1)C=1C(=CC(=C(C1)NC(=O)C=1C=NN2C1C=CC=C2)C)F